COC1=CC(=C(C=C1NC1=NC=NC(=C1)N1OCC[C@@H]1C1=CC=CC=C1)NC(C=C)=O)N1C=NC(=C1)C N-(4-methoxy-2-(4-methyl-1H-imidazole-1-yl)-5-((6-((R)-3-phenylisoxazolidine-2-yl)pyrimidine-4-yl)amino)phenyl)acrylamide